2-((1-(2-(4,4-dimethylpiperidin-1-yl)-7-methyl-4-oxo-4H-quinolizin-9-yl)ethyl)amino)benzoic acid CC1(CCN(CC1)C=1C=C2C(=CC(=CN2C(C1)=O)C)C(C)NC1=C(C(=O)O)C=CC=C1)C